ClC(C(OC)(OC)OC)Cl 2,2-dichloro-1,1,1-trimethoxyethane